3-bromo-4-((1-((tert-butyldimethylsilyl)oxy)-3-hydroxypropan-2-yl)amino)-5-nitrobenzenesulfonamide BrC=1C=C(C=C(C1NC(CO[Si](C)(C)C(C)(C)C)CO)[N+](=O)[O-])S(=O)(=O)N